C(C(=C)C)(=O)N[C@@]1(C(O)O[C@@H]([C@H]([C@@H]1O)O)CO)O 2-(methacrylamido)glucopyranose